C(C)(C)(C)C=1C=C(CC(C(=O)[O-])(C(=O)[O-])CCCC)C=C(C1O)C(C)(C)C 2-(3,5-di-t-butyl-4-hydroxybenzyl)-2-n-butylmalonate